3-cyclopropyl-N-methyl-1-(7-(1-methyl-1H-pyrazol-4-yl)-6-(trifluoromethoxy)quinolin-4-yl)-5,6-dihydroimidazo[1,5-a]pyrazine-7(8H)-carboxamide C1(CC1)C1=NC(=C2N1CCN(C2)C(=O)NC)C2=CC=NC1=CC(=C(C=C21)OC(F)(F)F)C=2C=NN(C2)C